ClC1=CC(=C(C=N1)NC(=O)C=1C=2N(N=CC1)C=C(N2)C2=CC=CC=C2)N2CCC(CC2)(F)F N-(6-chloro-4-(4,4-difluoropiperidin-1-yl)pyridin-3-yl)-2-phenylimidazo[1,2-b]pyridazine-8-carboxamide